N-(5-methoxypyridin-2-yl)-9-(methyl(7H-pyrrolo[2,3-d]pyrimidin-4-yl)amino)-3-azaspiro[5.5]undecane-3-carboxamide COC=1C=CC(=NC1)NC(=O)N1CCC2(CC1)CCC(CC2)N(C=2C1=C(N=CN2)NC=C1)C